2,2,2-Trichloroethyl (2-phenylacetoxy)carbamate C1(=CC=CC=C1)CC(=O)ONC(OCC(Cl)(Cl)Cl)=O